NC1=C(C(=O)O)C=CC(=C1)C(=O)O 2-aminoTerephthalic Acid